FC=1C=C(C=CC1F)N1C(CCCC1=O)C1=NC2=C(N1C=1SC=C(N1)CC(=O)N(C)C)C=CC(=C2)C=2C(=NOC2C)C 2-(2-(2-(1-(3,4-difluorophenyl)-6-oxopiperidin-2-yl)-5-(3,5-dimethylisoxazol-4-yl)-1H-benzo[d]imidazol-1-yl)thiazol-4-yl)-N,N-dimethylacetamide